3,3'-carbonyl-bis(6-methoxycoumarin) C(=O)(C=1C(OC2=CC=C(C=C2C1)OC)=O)C=1C(OC2=CC=C(C=C2C1)OC)=O